5-(1-((6-(((cyclobutylmethyl)amino)methyl)imidazo[1,2-a]pyridin-2-yl)methyl)-1H-1,2,3-triazole-4-yl)pyridin-3-amine C1(CCC1)CNCC=1C=CC=2N(C1)C=C(N2)CN2N=NC(=C2)C=2C=C(C=NC2)N